[N+](=O)([O-])C1=CC=C(C=C1)N(CCN(CC)C1=CC=C(C=C1)[N+](=O)[O-])CC N,N'-bis(4-nitrophenyl)-N,N'-diethyl-ethylenediamine